C(C)NC(=O)C=1SC(=C(N1)C)C(=O)NC[C@@H](C(F)(F)F)C(N[C@H]1C2=C(CN3N(C1=O)CCC3)C=CC=C2)=O N2-Ethyl-4-methyl-N5-((R)-3,3,3-trifluoro-2-(((S)-11-oxo-2,3,10,11-tetrahydro-1H,5H-benzo[d]pyrazolo[1,2-a][1,2]diazepin-10-yl)carbamoyl)propyl)thiazol-2,5-dicarboxamid